C[C@@H](CCO)CC |r| (+/-)-3-methyl-pentanol